C1(CCCCCCCCCCCC(=O)OCCCCO1)=O 1,4-butylene brassylate